C(CC)OC(=O)C1=C(N=C(S1)NC(C[C@H](CCN(C)C)NC(C1=CC(=CC=C1)C1=NOC(=N1)C)=O)=O)C.FC1=C(N)C(=CC(=C1)C(=O)OC)I 2-fluoro-6-iodo-4-(methoxycarbonyl)aniline propyl-(S)-2-(5-(dimethylamino)-3-(3-(5-methyl-1,2,4-oxadiazol-3-yl)benzamido)pentanamido)-4-methylthiazole-5-carboxylate